NC=1NC(C=2N(C(N(C2N1)[C@@H]1O[C@@H](C[C@H]1O)CO)=O)CC1CC1)=O 2-amino-7-(cyclopropylmethyl)-9-((2R,3R,5S)-3-hydroxy-5-(hydroxymethyl)tetrahydrofuran-2-yl)-7,9-dihydro-1H-purine-6,8-dione